4-(2-(o-tolyl)-1H-pyrrol-1-yl)benzamide C1(=C(C=CC=C1)C=1N(C=CC1)C1=CC=C(C(=O)N)C=C1)C